(S)-N-(4-Chlorobenzyl)-6-((1-((3-hydroxy-2-methyl-4-(methylamino)butan-2-yl)sulfonyl)cyclopropyl)methyl)-1-methyl-7-oxo-4,5,6,7-tetrahydro-1H-pyrazolo[3,4-c]pyridine-3-carboxamide ClC1=CC=C(CNC(=O)C2=NN(C=3C(N(CCC32)CC3(CC3)S(=O)(=O)C(C)([C@H](CNC)O)C)=O)C)C=C1